NC1=C(C=CC(=C1)OC)[C@H]1CC=2C=CC(=CC2CC1)O (R)-6-(2-amino-4-methoxyphenyl)-5,6,7,8-tetrahydronaphthalene-2-ol